[N+](=O)([O-])C1=CC=C(C=C1)NCC1=CC=CC=C1 N-(4-nitrophenyl)benzylamine